FC(C1=C(CN2C(C3=NN(C(=C3C2)C2=C3C=CN(C3=C(C=C2)F)C(=O)C2=C(C=CC=C2)CCl)C2=C(C=CC=C2CC)CC)(C)C)C=CC(=C1)C(F)(F)F)(F)F (4-(5-(2,4-bis(trifluoromethyl)benzyl)-2-(2,6-diethylphenyl)-6,6-dimethyl-2,4,5,6-tetrahydropyrrolO[3,4-c]pyrazol-3-yl)-7-fluoro-1H-indol-1-yl)(2-(chloromethyl)phenyl)methanone